2-(5-acetamido-1H-pyrrolo[2,3-c]pyridin-3-yl)-6-(methylthio)isonicotinamide C(C)(=O)NC=1C=C2C(=CN1)NC=C2C=2C=C(C(=O)N)C=C(N2)SC